(S)-6-(4-(methoxycarbonyl)phenyl)-4-(thiophen-3-yl)-3,6-dihydropyridine-1(2H)-carboxylic acid COC(=O)C1=CC=C(C=C1)[C@@H]1C=C(CCN1C(=O)O)C1=CSC=C1